3,3-dimethyl-2-pentanol CC(C(C)O)(CC)C